Cl.COC=1C=C2C(=CC=NC2=CC1)O[C@@H]1CNCC1 (S)-6-methoxy-4-(pyrrolidin-3-yloxy)quinoline hydrochloride